3-([6-[6-oxo-5-(trifluoromethyl)-1,6-dihydropyridazin-4-yl]-5H,6H,7H-pyrrolo[3,4-b]pyridin-7-yl]methoxy)propanoic acid O=C1C(=C(C=NN1)N1C(C2=NC=CC=C2C1)COCCC(=O)O)C(F)(F)F